(2-isopropyl-4-(p-tert.butyl-phenyl)indenyl)(2,5,6,7-tetramethyl-4-phenyl-indenyl)-zirconium dichloride [Cl-].[Cl-].C(C)(C)C=1C(C2=CC=CC(=C2C1)C1=CC=C(C=C1)C(C)(C)C)[Zr+2]C1C(=CC2=C(C(=C(C(=C12)C)C)C)C1=CC=CC=C1)C